7-(pyridazin-3-yl)-2-(2,2,2-trifluoroethoxy)-8-(3,4,5-trifluorophenyl)-3H-pyrazolo[1,5-a][1,3,5]triazin-4-one N1=NC(=CC=C1)C1=NN2C(N=C(NC2=O)OCC(F)(F)F)=C1C1=CC(=C(C(=C1)F)F)F